5H-indazol N=1N=CC2=CCC=CC12